methyl 2-({3-chloro-2-[(4-chloro-2-fluorophenyl) methoxy]-6,8-dihydro-5H-1,7-naphthyridin-7-yl} methyl)-3-[(1-cyanocyclopropyl) methyl]-1,3-benzodiazole-5-carboxylate ClC=1C(=NC=2CN(CCC2C1)CC=1N(C2=C(N1)C=CC(=C2)C(=O)OC)CC2(CC2)C#N)OCC2=C(C=C(C=C2)Cl)F